2-(2-methoxy-2-methylpropyl)-6-phenyl-N4-(pyridin-4-yl)-1,3,5-triazine-2,4-diamine COC(CC1(NC(=NC(=N1)NC1=CC=NC=C1)C1=CC=CC=C1)N)(C)C